ClC1=C(C(=C2N1CCN(C2)C(=O)NCC(F)(F)F)C(=O)N)C2=CC(=CC=C2)F 6-chloro-7-(3-fluorophenyl)-N2-(2,2,2-trifluoroethyl)-3,4-dihydropyrrolo[1,2-a]pyrazine-2,8(1H)-dicarboxamide